2,3-dimethylthieno[2,3-d]pyridazin-7(6H)-one CC1=C(C2=C(C(NN=C2)=O)S1)C